6-(bromo-2-fluoro-phenylamino)-7-fluoro-3-methyl-3H-benzoimidazole-5-carboxylic acid (2-hydroxy-ethoxy)-amide OCCONC(=O)C1=CC2=C(N=CN2C)C(=C1N(C1=C(C=CC=C1)F)Br)F